FC1=CC=C(C=C1)C1=NC(=NC=C1)N 4-(4-fluorophenyl)pyrimidin-2-amine